3-(4-(2-(2-(3-(4-(3-(4-chloro-3-ethyl-1H-pyrrolo[2,3-b]pyridin-5-yl)phenyl)-3-oxopiperazin-1-yl)-3-oxopropoxy)ethoxy)ethoxy)-1-oxoisoindolin-2-yl)piperidine-2,6-dione ClC1=C2C(=NC=C1C=1C=C(C=CC1)N1C(CN(CC1)C(CCOCCOCCOC1=C3CN(C(C3=CC=C1)=O)C1C(NC(CC1)=O)=O)=O)=O)NC=C2CC